BrC1=NN2C(N(CCC2)C2=CC(=CC=C2)F)=N1 2-bromo-4-(3-fluorophenyl)-6,7-dihydro-5H-[1,2,4]Triazolo[1,5-a]Pyrimidine